allyl-3,4-epoxyheptylether C(C=C)OCCC1C(CCC)O1